C(\C=C/C(=O)O)(=O)O.ClC=1C=CC2=C(N(C3=C(CC2)C=CC=C3)C(CCCNC/C=C/C(=O)OCC)=O)C1 Ethyl (E)-4-{[4-(3-chloro-10,11-dihydro-5H-dibenzo[b,f]azepin-5-yl)-4-oxo-butyl]amino}but-2-enoate maleate